1-(7,8-dichloro-1-methyl-3,4-dihydropyrazino[1,2-b]indazol-2(1H)-yl)-2-hydroxyethan-1-one ClC1=C(C=CC2=C3N(N=C12)CCN(C3C)C(CO)=O)Cl